3-mercaptopropyl-tri-t-butoxysilane SCCC[Si](OC(C)(C)C)(OC(C)(C)C)OC(C)(C)C